C(C=C)NC=1C(=C(C(=C2C=NNC12)C=1N=CC=2N(C1)C=C(N2)NC(=O)[C@H]2[C@H](C2)F)Cl)F (1S,2S)-N-(6-(7-(allylamino)-5-chloro-6-fluoro-1H-indazol-4-yl)imidazo[1,2-a]pyrazin-2-yl)-2-fluorocyclopropane-1-carboxamide